4-Chloro-3-methoxy-2,6-dimethylaniline ClC1=C(C(=C(N)C(=C1)C)C)OC